C(C)(=O)O[C@@]1(C(OCC=2C(N3CC=4C(=NC=5C=C(C(=C6C5C4C(CC6)C(C=C)NC(C)=O)C)F)C3=CC21)=O)=O)CC (9S)-1-(1-acetamidoallyl)-9-ethyl-5-fluoro-4-methyl-10,13-dioxo-2,3,9,10,13,15-hexahydro-1H,12H-benzo[de]pyrano[3',4':6,7]indolizino[1,2-b]quinolin-9-yl acetate